4'-fluoro-2'-methoxy-[1,1'-biphenyl]-4-carboxylic acid FC1=CC(=C(C=C1)C1=CC=C(C=C1)C(=O)O)OC